tert-butyl ((6-((4-(((tert-butyloxycarbonyl)amino)methyl)-1-oxo-1,2-dihydrophthalazine-6-carboxamido)methyl)-1H-indol-2-yl)methyl)(cyclobutylmethyl)carbamate C(C)(C)(C)OC(=O)NCC1=NNC(C2=CC=C(C=C12)C(=O)NCC1=CC=C2C=C(NC2=C1)CN(C(OC(C)(C)C)=O)CC1CCC1)=O